C(#N)CCC(=O)NC1=CC=2N(C=C1)N=CC2C2=NC(=CC=C2)C2CNCCC2 3-cyano-N-(3-(6-(piperidin-3-yl)pyridin-2-yl)pyrazolo[1,5-a]pyridin-5-yl)propanamide